FC(O[C@@H]1CN(CC1)C(=O)C=1N=CN(C1)C12CC(C1)(C2)NC(OC(C)(C)C)=O)(F)F tert-butyl (3-{4-[(3S)-3-(trifluoromethoxy)pyrrolidine-1-carbonyl]-1H-imidazol-1-yl}bicyclo[1.1.1]pentan-1-yl)carbamate